(4,4-Difluoropyrrolidin-3-yl)(4-(5-(trifluoromethyl)pyrimidin-2-yl)piperazin-1-yl)methanone FC1(C(CNC1)C(=O)N1CCN(CC1)C1=NC=C(C=N1)C(F)(F)F)F